CC1=NC(=NO1)C1=CC=C(C=C1)/C=C/CC(=O)O (E)-3-[4-(5-methyl-1,2,4-oxadiazol-3-yl)phenyl]prop-2-ene-carboxylic acid